COC(=O)C=1N(C=CC1)CC=1C=NC=CC1 methyl-1-(pyridin-3-ylmethyl)-1H-pyrrole-2-carboxylate